C(C1=CC=CC=C1)OC(NCC12CNC(CC1)C2)=O.ClC=2C=C(CNC(C1=CC=C(C=C1)NC(=O)NCC1=CC=NC=C1)=O)C=CC2Cl N-(3,4-dichlorobenzyl)-4-(3-(pyridin-4-ylmethyl)ureido)benzamide Benzyl-N-(2-Azabicyclo[2.2.1]heptan-4-ylmethyl)carbamate